OC=1C=C(C=CC1O)C=CC(=O)C1=CC=C(C#N)C=C1 4-[3-(3,4-Dihydroxyphenyl)prop-2-enoyl]benzonitrile